O[C@@H]1[C@@H](C1)NC(OC(C)(C)C)=O tert-butyl ((1R,2S)-2-hydroxycyclopropyl)carbamate